2-ethoxy-4-{2-[2-(naphthalene-2-sulfonamido)phenyl]ethynyl}benzoic acid C(C)OC1=C(C(=O)O)C=CC(=C1)C#CC1=C(C=CC=C1)NS(=O)(=O)C1=CC2=CC=CC=C2C=C1